Diethyl (E)-2-((4-(tert-butyl)phenyl)((4-ethoxy-4-oxobut-2-en-1-yl)thio)methyl)-2-hydroxymalonate C(C)(C)(C)C1=CC=C(C=C1)C(C(C(=O)OCC)(C(=O)OCC)O)SC\C=C\C(=O)OCC